CN1N=C(C(=C1)CN1CCC(CC1)C=1C=C2C(=C(NC2=CC1)C=1C=C(C(N(C1)C)=O)C)C(C)C)C 5-(5-(1-((1,3-dimethyl-1H-pyrazol-4-yl)methyl)piperidin-4-yl)-3-isopropyl-1H-indol-2-yl)-1,3-dimethylpyridin-2(1H)-one